acrylaminoethyltrimethylammonium C(=O)(C=C)NCC[N+](C)(C)C